3-methylcyclobutanecarboxamidine CC1CC(C1)C(=N)N